ClC=1C=C(C=C(C1OC=1C(=C2C3(C(NC2=CC1)=O)CCC3)C)Cl)N3N=C(C(NC3=O)=O)NC(OC(C)(C)C)=O tertbutyl (2-(3,5-dichloro-4-((4'-methyl-2'-oxospiro[cyclobutane-1,3'-indolin]-5'-yl)oxy)phenyl)-3,5-dioxo-2,3,4,5-tetrahydro-1,2,4-triazin-6-yl)carbamate